Tert-butyl 2-(2,5-difluoro-4-(6-hydroxypyridin-2-yl)benzyl)-7-fluoro-1-(2-methoxyethyl)-1H-benzo[d]imidazole-6-carboxylate FC1=C(CC2=NC3=C(N2CCOC)C(=C(C=C3)C(=O)OC(C)(C)C)F)C=C(C(=C1)C1=NC(=CC=C1)O)F